FC=1C=C(C=C(C1N)F)C1(C2=CC=CC=C2C=2C=CC=CC12)C1=CC(=C(C(=C1)F)N)F 9,9-bis(3,5-difluoro-4-aminophenyl)fluorene